C(=O)(O)C=1C=C(OC2=C(C=CC=C2)C(C)(C)C2=C(C=CC=C2)OC2=CC(=C(C=C2)C(=O)O)C(=O)O)C=CC1C(=O)O 2,2-Bis(3,4-dicarboxyphenoxyphenyl)propane